5-Trifluoromethyl-1,2,4-triazol FC(C1=NC=NN1)(F)F